BrC1=CC=C(C=C1)C(\C=C\C1=CC(=C(C=C1)O)C(C)(C)C)=O (E)-1-(4-Bromophenyl)-3-(3-tert-butyl-4-hydroxyphenyl)prop-2-en-1-one